1-cyanooxy-2,4-dimethylbenzene C(#N)OC1=C(C=C(C=C1)C)C